BrC1=NN(C(=C1)CC(C)C)C1=CC(=C(C=C1)F)OC(F)(F)F 3-Bromo-1-[4-fluoro-3-(trifluoromethoxy)phenyl]-5-isobutylpyrazole